N-[1-(3,5-difluorophenyl)-5-oxopyrrolidin-3-yl]-2-(2-methylphenyl)acetamide FC=1C=C(C=C(C1)F)N1CC(CC1=O)NC(CC1=C(C=CC=C1)C)=O